2-{[1-(4-chloro-pyridin-2-oxymethyl)-butoxyimino]-cyclopropylmethyl}-3-hydroxy-5-(2-methylsulfanylethyl)-cyclohex-2-enone ClC1=CC(=NC=C1)OCC(CCC)ON=C(C=1C(CC(CC1O)CCSC)=O)C1CC1